2-Amino-9-((2R,3R,4R,5R)-4-fluoro-3-hydroxy-5-(hydroxymethyl)tetrahydrofuran-2-yl)-7-(prop-2-yn-1-yl)-7,9-dihydro-1H-purine-6,8-dione NC=1NC(C=2N(C(N(C2N1)[C@@H]1O[C@@H]([C@@H]([C@@H]1O)F)CO)=O)CC#C)=O